Ethyl (S)-5-((1-(2-((1-((tert-butoxycarbonyl)amino)propan-2-yl)oxy)-5-fluoropyridin-3-yl)cyclopropyl)amino)pyrazolo[1,5-a]pyrimidine-3-carboxylate C(C)(C)(C)OC(=O)NC[C@H](C)OC1=NC=C(C=C1C1(CC1)NC1=NC=2N(C=C1)N=CC2C(=O)OCC)F